C(C)(=O)C1=C(C2=C(N=C(N=C2)NC2=CC=C(C=C2)N2CCN(CC2)C(=O)OC(C)(C)C)N(C1=O)C1CCCC1)C tert-butyl 4-[4-[(6-acetyl-8-cyclopentyl-5-methyl-7-oxo-pyrido[2,3-d]pyrimidin-2-yl)amino]phenyl]piperazine-1-carboxylate